3-amino-5-fluoro-4-(trifluoromethyl)benzonitrile NC=1C=C(C#N)C=C(C1C(F)(F)F)F